CC1CC(N2C=3N(C(C(=C21)N2CCNCC2)=O)N=CN3)C(=O)N 7-methyl-5-oxo-6-(piperazin-1-yl)-5,7,8,9-tetrahydropyrrolo[1,2-c][1,2,4]triazolo[1,5-a]pyrimidine-9-carboxamide